2-hydroxy-phenyl-methane 2-((1r,4r)-4-(5-((1-Cyclopropyl-2-oxo-1,2-dihydropyridin-3-yl)carbamoyl)-6-methoxy-2H-indazol-2-yl)cyclohexyl)ethyl-methanesulfonate C1(CC1)N1C(C(=CC=C1)NC(=O)C1=CC2=CN(N=C2C=C1OC)C1CCC(CC1)CCCS(=O)(=O)O)=O.OC1=C(C=CC=C1)C